C[Si](CCOCN1N=C2C(CNC=C2C(=O)O)=C1)(C)C 2-{[2-(trimethylsilyl)ethoxy]Methyl}-2H,4H,5H-pyrazolo[4,3-c]Pyridine-7-carboxylic acid